7-(3-((benzyloxy)methyl)-4-ethyl-5-oxo-4,5-dihydro-1H-1,2,4-triazol-1-yl)-3-(2-chloro-6-fluorophenyl)-6-fluoro-1-isopropyl-2,3-dihydropyrido[2,3-d]pyrimidin-4(1H)-one C(C1=CC=CC=C1)OCC1=NN(C(N1CC)=O)C=1C(=CC2=C(N(CN(C2=O)C2=C(C=CC=C2F)Cl)C(C)C)N1)F